OC1=C(C=CC=2C(C3=C(C(=C(C=C3C(C12)=O)OC)OC)O)=O)C 1,5-dihydroxy-6,7-dimethoxy-2-methyl-anthraquinone